FC=1C=C(C=C(C1)F)C[C@@H](C1=C(C=C2C(=N1)C=CN2)C2=CC=C(C=C2)S(=O)(=O)N2CCOCC2)NC(OC(C)(C)C)=O tert-butyl (S)-(2-(3,5-difluorophenyl)-1-(6-(4-(morpholinosulfonyl)phenyl)-1H-pyrrolo[3,2-b]pyridin-5-yl)ethyl)carbamate